C(C)(C)(C)N(C(O)=O)C[C@@]1(OC2=C([C@@H]1C)C(=C(C=C2)Cl)Br)C2=CC=CC=C2.ClC2=CC=C(C(=N2)C2=C(C=CC(=C2)F)C)C(F)(F)F 6-chloro-2-(5-fluoro-2-methylphenyl)-3-(trifluoromethyl)pyridine tert-butyl-(((2S,3S)-4-bromo-5-chloro-3-methyl-2-phenyl-2,3-dihydrobenzofuran-2-yl)methyl)carbamate